imidazo-pyrimidine N1C=NC2=C1C=NC=N2